CC(C(N)N)CCCCC(C)C 2,7-dimethyloctanediamine